NC1=C(C=C(C=C1)C1=CC=C(C=C1)F)NC(=O)C=1SC2=C(C1)C=C(C=C2)S2(NCCC2)=O N-[2-amino-5-(4-fluorophenyl)phenyl]-5-(1-oxo-4,5-dihydro-3H-isothiazol-1-yl)benzothiophene-2-carboxamide